methyl 2-[[4-[3-[(4-chloro-2-fluoro-phenyl)methoxy]pyrazol-1-yl]-1-piperidyl]methyl]-3-[(3-isopropylimidazol-4-yl)methyl]benzimidazole-5-carboxylate ClC1=CC(=C(C=C1)COC1=NN(C=C1)C1CCN(CC1)CC=1N(C2=C(N1)C=CC(=C2)C(=O)OC)CC=2N(C=NC2)C(C)C)F